ClC=1NC=2[C@H](C/C=C/CCC(NC3=CC(=CC=C3C1N2)F)=O)NC(\C=C\C2=C(C=CC(=C2)Cl)N2N=NN=C2)=O (E)-N-((E)-(S)-18-Chloro-5-fluoro-9-oxo-8,17,19-triaza-tricyclo[14.2.1.02,7]nonadeca-1(18),2,4,6,12,16(19)-hexaen-15-yl)-3-(5-chloro-2-tetrazol-1-yl-phenyl)-acrylamide